4-((5-(6-(3-methylpiperazin-1-yl)pyridin-3-yl)-2H-tetrazol-2-yl)methyl)phenyl-1,3,4-oxadiazole CC1CN(CCN1)C1=CC=C(C=N1)C=1N=NN(N1)CC1=CC=C(C=C1)C=1OC=NN1